BrC1=CC=C(C=C1)C1=CC(=C(C(N1C)=O)C#N)C1=CC=CC=C1 6-(4-bromophenyl)-1-methyl-2-Oxo-4-phenyl-1,2-dihydropyridine-3-carbonitrile